FC(C1=C(C(=C2C(=N1)CCC2)NC(=O)N=S(=O)(N)C2=CN=C(S2)C(C)(C)O)C)F N'-((2-(difluoromethyl)-3-methyl-6,7-dihydro-5H-cyclopenta[b]pyridin-4-yl)carbamoyl)-2-(2-hydroxypropan-2-yl)thiazole-5-sulfonimidamide